C(C1=CC=CC=C1)OC(=O)N[C@H](C(=O)OC(C)(C)C)[C@@H](CCCB1OC(C(O1)(C)C)(C)C)CN1C(C2=CC=CC=C2C1=O)=O (2S,3S)-tert-butyl 2-(benzyloxycarbonylamino)-3-((1,3-dioxoisoindolin-2-yl)methyl)-6-(4,4,5,5-tetramethyl-1,3,2-dioxaborolan-2-yl)hexanoate